N2-acetyl-N5-(tert-butoxycarbonyl)-L-ornithine C(C)(=O)N[C@@H](CCCNC(=O)OC(C)(C)C)C(=O)O